NC1=NN(C(=N1)N)CCC[Si](OC)(OC)OC 3,5-Diamino-1-[3-(trimethoxysilyl)propyl]-1,2,4-triazole